1-ethyl-3,3,5,7-tetramethyl-5-(3-methylbut-2-en-1-yl)octahydrobenzo[c]isoxazole C(C)N1OC(C2C1C(CC(C2)(CC=C(C)C)C)C)(C)C